BrC1=CC=C2C(=NC(=NC2=C1)N)N1C[C@H](O[C@@H](C1)C)C 7-bromo-4-((2R,6R)-2,6-dimethylmorpholino)quinazolin-2-amine